7-(6-(((1R,3S,5S)-6,6-difluoro-8-azabicyclo[3.2.1]octan-3-yl)(methyl)amino)pyridazin-3-yl)isoquinolin-6-ol FC1([C@@H]2C[C@H](C[C@H](C1)N2)N(C2=CC=C(N=N2)C2=C(C=C1C=CN=CC1=C2)O)C)F